Cl.NC/C(/CN1N=CN(C1=O)CC=1SC(=CC1)C=1C=NC(=CC1)N1CCOCC1)=C/F 2-[(2Z)-2-(aminomethyl)-3-fluoroprop-2-en-1-yl]-4-(5-[6-(morpholin-4-yl)pyridin-3-yl]thiophen-2-ylmethyl)-2,4-dihydro-3H-1,2,4-triazol-3-one hydrochloride